bis(tert-butoxy)methylsilanol C(C)(C)(C)OC(OC(C)(C)C)[SiH2]O